2-[(1-benzothiophen-4-yl)amino]-4-[(1-oxo-1,2,3,4-tetrahydroisoquinolin-5-yl)amino]pyrimidine-5-carboxamide S1C=CC2=C1C=CC=C2NC2=NC=C(C(=N2)NC2=C1CCNC(C1=CC=C2)=O)C(=O)N